1-((1R,5S,7s)-7-(3-(2-hydroxyphenyl)-5-(((R)-tetrahydrofuran-2-yl)methyl)-7H-pyrrolo[2,3-c]pyridazin-6-yl)-3-oxa-9-azabicyclo[3.3.1]nonan-9-yl)prop-2-en-1-one OC1=C(C=CC=C1)C1=CC2=C(N=N1)NC(=C2C[C@@H]2OCCC2)C2C[C@H]1COC[C@@H](C2)N1C(C=C)=O